N-(2-fluoro-4-methyl-3-(2-(methylamino)-8,9-dihydroimidazo[1',2':1,6]pyrido[2,3-d]pyrimidin-6-yl)phenyl)but-2-ynamide FC1=C(C=CC(=C1C1=CC2=C(N=C(N=C2)NC)N2C1=NCC2)C)NC(C#CC)=O